2-Chloro-5-({[(1-hydroxycyclopropyl)carbonyl]amino}methyl)-N-{1-[3-(trifluoromethoxy)phenyl]-1H-indazol-4-yl}benzamide (1-((benzyloxy)methyl)cyclopropyl)methyl-methanesulfonate C(C1=CC=CC=C1)OCC1(CC1)CCS(=O)(=O)O.ClC1=C(C(=O)NC2=C3C=NN(C3=CC=C2)C2=CC(=CC=C2)OC(F)(F)F)C=C(C=C1)CNC(=O)C1(CC1)O